2,4-dimethyl-5-hydroxypyrimidine CC1=NC=C(C(=N1)C)O